6-((5S,8R,9S,10S,13S,14S,17S)-10,13-dimethyl-3-oxohexadecahydro-1H-cyclopenta[a]phenanthren-17-yloxy)hexanoic acid C[C@]12[C@H]3CC[C@@]4([C@H](CC[C@H]4[C@@H]3CC[C@H]2CC(CC1)=O)OCCCCCC(=O)O)C